FC(C(=O)N1CC(C1)N1N=C(C=2C1=NC=CC2)C2=CC(=CC=C2)C(F)(F)F)=C 2-fluoro-1-(3-(3-(3-(trifluoro-methyl)phenyl)-1H-pyrazolo[3,4-b]pyridin-1-yl)azetidin-1-yl)-prop-2-en-1-one